tris(2,2-dibromomethyl-3-bromopropyl) phosphate P(=O)(OCC(CBr)(CBr)CBr)(OCC(CBr)(CBr)CBr)OCC(CBr)(CBr)CBr